ClC1=C(C=CC=C1NC1=CN=C2N1C=CC=C2)[C@@]2(CC(N(C(N2)=N)C2CCOCC2)=O)C (6S)-6-[2-Chloro-3-(imidazo-[1,2-a]pyridin-3-ylamino)-phenyl]-2-imino-6-methyl-3-(tetrahydropyran-4-yl)-hexahydropyrimidin-4-one